BrC1=C(C=C2CCN3C(C2=C1)=C(C=C3C(=O)OCC)C=C(C)C)OC Ethyl 9-bromo-8-methoxy-1-(2-methylprop-1-en-1-yl)-5,6-dihydropyrrolo[2,1-a]isoquinoline-3-carboxylate